t-butyl-tin tributoxide [O-]CCCC.[O-]CCCC.[O-]CCCC.C(C)(C)(C)[Sn+3]